ClC1=C(N(N=C1)C)C(=O)NC(C(=O)O)CCN(CCCCC1=NC=2NCCCC2C=C1)CCOC(C)C 2-[(4-chloro-2-methyl-pyrazole-3-carbonyl)amino]-4-[2-isopropoxyethyl-[4-(5,6,7,8-tetrahydro-1,8-naphthyridin-2-yl)butyl]amino]butanoic acid